NC1=C(C=C(C(=C1)F)F)C#CCN(C(OC(C)(C)C)=O)C1=NC(=CC=C1[N+](=O)[O-])OC tert-butyl (3-(2-amino-4,5-difluorophenyl)prop-2-yn-1-yl)(6-methoxy-3-nitropyridin-2-yl)carbamate